2-(1-(2,2-difluoroethyl)-1H-pyrazol-4-yl)pyrimidin-4-amine FC(CN1N=CC(=C1)C1=NC=CC(=N1)N)F